N-[3-[(2-chloro-1,3-thiazol-5-yl)methyl]-5-methyl-1,3,5-oxadiazinan-4-ylidene]nitramid ClC=1SC(=CN1)CN1COCN(C1=N[N+](=O)[O-])C